P(=S)(SCC(C)C)(OCC(C)C)[O-].[NH4+] ammonium di-isobutyl dithiophosphate